FC1=CC=CC=2N=NN(C(C21)=O)C2C(NC(CC2)=O)=O 3-(5-fluoro-4-oxo-benzo[d][1,2,3]triazin-3(4H)-yl)piperidine-2,6-dione